ClC1=NC=2N(C(=C1)N1CCOCC1)N=C(C2)C=O 5-chloro-7-morpholinopyrazolo[1,5-a]pyrimidine-2-carbaldehyde